4-((2-((1-oxotetrahydro-1λ6-thiophen-1-ylidene)amino)pyrimidin-4-yl)methoxy)benzene O=S1(CCCC1)=NC1=NC=CC(=N1)COC1=CC=CC=C1